1,2,3-TRIAZOLATE N1N=NC(=C1)C(=O)[O-]